C(C1=CC=CC=C1)OC(=O)N1[C@@H](C[C@@H](C1)NC1=NC(=CC=C1)Br)C(=O)O (2S,4S)-1-benzyloxycarbonyl-4-[(6-bromo-2-pyridyl)amino]pyrrolidine-2-carboxylic acid